2,3-dimethylimidazolium CC=1NC=C[N+]1C